4-methylphenyl-4-(4-methylbenzoyl)biphenyl CC1=CC=C(C=C1)C1=C(C=CC(=C1)C(C1=CC=C(C=C1)C)=O)C1=CC=CC=C1